(S)-1-(2-aminopyrimidin-5-yl)-3-(1-(5,7-difluoro-3-methylbenzofuran-2-yl)-2-methylpropyl)urea NC1=NC=C(C=N1)NC(=O)N[C@@H](C(C)C)C=1OC2=C(C1C)C=C(C=C2F)F